3-[(1-oxonaphthalen-2-ylidene)methylhydrazinylidene]-1-prop-2-enylindol-2-one O=C1C(C=CC2=CC=CC=C12)=CNN=C1C(N(C2=CC=CC=C12)CC=C)=O